ClC1=C(N=C2N1C=C(C=C2)C2=C(C=CC=C2C)F)NC(=O)C2C(C2)F N-(3-chloro-6-(2-fluoro-6-methylphenyl)imidazo[1,2-a]pyridin-2-yl)-2-fluorocyclopropane-1-carboxamide